1-benzyl-3,4-diphenyl-pyrrolidine-2,5-dione C(C1=CC=CC=C1)N1C(C(C(C1=O)C1=CC=CC=C1)C1=CC=CC=C1)=O